OC1C(N(CC1)C(=O)C1=CC(=C2N1CCC1=CC(=C(C=C21)C=2N=NN(N2)C)OC)CCC)(C(=O)O)C 3-hydroxy-1-[8-methoxy-9-(2-methyltetrazol-5-yl)-1-propyl-5,6-dihydropyrrolo[2,1-a]isoquinoline-3-carbonyl]-2-methyl-pyrrolidine-2-carboxylic acid